5,15-bis(4-aminophenyl)-10,20-diphenylporphyrin NC1=CC=C(C=C1)C=1C2=CC=C(N2)C(=C2C=CC(C(=C3C=CC(=C(C=4C=CC1N4)C4=CC=CC=C4)N3)C3=CC=C(C=C3)N)=N2)C2=CC=CC=C2